methyl (S)-3-(3-(5-(3-methoxy-3-oxo-2-(tritylamino)propyl)chroman-8-yl)ureido)isonicotinate COC([C@H](CC1=C2CCCOC2=C(C=C1)NC(NC1=C(C(=O)OC)C=CN=C1)=O)NC(C1=CC=CC=C1)(C1=CC=CC=C1)C1=CC=CC=C1)=O